CCCCCCC/C=C\CCCCCCCC(=O)O[C@H](COC(=O)CCCC/C=C\C/C=C\C/C=C\CCCCC)COP(=O)(O)OC[C@H](CO)O 1-(6Z,9Z,12Z-octadecatrienoyl)-2-(9Z-heptadecenoyl)-glycero-3-phospho-(1'-sn-glycerol)